(3S)-3-{[4-(2-chlorophenyl)-1-methyl-5-(2-methylpropyl)-1H-imidazol-2-yl]formamido}-N-cyclobutyl-5-(3,3-difluoropiperidin-1-yl)pentanamide ClC1=C(C=CC=C1)C=1N=C(N(C1CC(C)C)C)C(=O)N[C@H](CC(=O)NC1CCC1)CCN1CC(CCC1)(F)F